(2-(((2R,3S,4R,5R)-5-(4-(cyclopentylamino)-6-(3-hydroxy-propyl)-1H-pyrazolo[3,4-d]-pyrimidin-1-yl)-3,4-dihydroxy-tetrahydrofuran-2-yl)methoxy)-1-hydroxypropan-2-yl)phosphonic acid C1(CCCC1)NC1=C2C(=NC(=N1)CCCO)N(N=C2)[C@H]2[C@@H]([C@@H]([C@H](O2)COC(CO)(C)P(O)(O)=O)O)O